2-(oxetan-3-ylmethyl)-5-phenyl-6-((1-phenylethyl)thio)-2H-pyrazolo[3,4-d]pyrimidin-4(5H)-one O1CC(C1)CN1N=C2N=C(N(C(C2=C1)=O)C1=CC=CC=C1)SC(C)C1=CC=CC=C1